3-(1-((1R,3S)-3-aminocyclohexyl)-2-(2-fluorophenyl)-1H-imidazo[4,5-c]pyridin-6-yl)-1,2,4-oxadiazol-5(4H)-one N[C@@H]1C[C@@H](CCC1)N1C(=NC=2C=NC(=CC21)C2=NOC(N2)=O)C2=C(C=CC=C2)F